ClC=1C(=NC(=NC1)N1CCC(CC1)CC#C)NC=1C=C2C=C(C(N(C2=CC1)C)=O)OCC(=O)NC 2-((6-((5-chloro-2-(4-(prop-2-yn-1-yl)piperidin-1-yl)pyrimidin-4-yl)amino)-1-methyl-2-oxo-1,2-dihydroquinolin-3-yl)oxy)-N-methylacetamide